(1-D-serylazetidin-3-yl)oxyl-1,1a,2,7b-tetrahydrocyclopropa[c][1,2]benzoxaborinine-4-carboxylic acid N[C@H](CO)C(=O)N1CC(C1)OC1C2BOC3=C(C21)C=CC=C3C(=O)O